3-((3-aminopiperidin-1-yl)methyl)benzonitrile NC1CN(CCC1)CC=1C=C(C#N)C=CC1